NC1=NN2C(C=C(C=C2)C=2C=CC(=C(C2)NC(=O)N2OCC[C@H]2C2=CC=C(C=C2)C#N)C)=N1 (S)-N-(5-(2-amino-[1,2,4]triazolo[1,5-a]pyridin-7-yl)-2-methylphenyl)-3-(4-cyanophenyl)isoxazolidine-2-carboxamide